1-[2,3-dihydro-1,1,2,6-tetramethyl-3-(1-methylethyl)-1H-5-indenyl]-ethanone CC1(C(C(C2=CC(=C(C=C12)C)C(C)=O)C(C)C)C)C